CC1(OB(OC1(C)C)C1=CC(=CC2=CC=CC=C12)O)C 4-(4,4,5,5-tetramethyl-1,3,2-dioxaborol-2-yl)naphthalene-2-ol